ClC1=C(C=CC=C1)NC(C1=CC=C(C=C1)NC1=NC(=NC=C1F)NC1=CC=C(C=C1)CC(=O)N1CCN(CC1)CC1CCN(CC1)C1=CC=C(C=C1)NC1C(NC(CC1)=O)=O)=O N-(2-chlorophenyl)-4-((2-((4-(2-(4-((1-(4-((2,6-dioxopiperidin-3-yl)amino)phenyl)piperidin-4-yl)methyl)piperazin-1-yl)-2-oxoethyl)phenyl)amino)-5-fluoropyrimidin-4-yl)amino)benzamide